C1=CC=CC=2C3=CC=CC=C3C(C12)COC(=O)N[C@H](C(=O)O)[C@H](CC)C (2S,3S)-2-(9H-fluoren-9-ylmethoxycarbonylamino)-3-methyl-pentanoic acid